CC1=CC=CC(=N1)C1=C(N=CN1)C=1N=C2C=C(C=NC2=CC1)C1=CCC(CC1)N 4-[6-[5-(6-methyl-2-pyridyl)-1H-imidazol-4-yl]-1,5-naphthyridin-3-yl]cyclohex-3-en-1-amine